Cl.FC=1C=C(C=CC1)[C@H](C)N (S)-1-(3-fluorophenyl)ethan-1-amine hydrochloride